ClC1=C(C(=C(C(=C1F)C(C)C)NC(=O)NS(=O)(=O)C=1OC2=C(C1)/C(/CCC2)=N/O)C(C)C)F (E)-N-((4-chloro-3,5-difluoro-2,6-diisopropylphenyl)carbamoyl)-4-(hydroxyimino)-4,5,6,7-tetrahydrobenzofuran-2-sulfonamide